(1-((1-methoxyprop-2-yl)oxy)prop-1-en-2-yl)benzene COCC(C)OC=C(C)C1=CC=CC=C1